CC1CN(CC=C1B1OC(C(O1)(C)C)(C)C)C(=O)OC(C)(C)C tert-butyl 3-methyl-4-(4,4,5,5-tetramethyl-1,3,2-dioxaborolan-2-yl)-3,6-dihydro-2H-pyridine-1-carboxylate